(3-(2-amino-4,5-difluorophenyl)prop-2-yn-1-yl)(6-methoxy-3-nitropyridin-2-yl)-carbamic acid tert-butyl ester C(C)(C)(C)OC(N(C1=NC(=CC=C1[N+](=O)[O-])OC)CC#CC1=C(C=C(C(=C1)F)F)N)=O